((2-(2,6-dioxopiperidin-3-yl)-3-oxoisoindolin-5-yl)methyl)carbamate hydrochloride Cl.O=C1NC(CCC1N1CC2=CC=C(C=C2C1=O)CNC(O)=O)=O